(1,2,3,5,6,7-hexahydro-s-indacen-4-yl)acetamide C1CCC2=C(C=3CCCC3C=C12)CC(=O)N